CN(CCNC(=O)C=1C2=C(N=C(C1)C)N(N=C2)CCC)C N-[2-(dimethylamino)ethyl]-6-methyl-1-propyl-1H-pyrazolo[3,4-b]pyridine-4-carboxamide